3-(5-(1,3,4-oxadiazol-2-yl)pyridin-3-yl)phenyl (3-phenylpropyl)carbamate C1(=CC=CC=C1)CCCNC(OC1=CC(=CC=C1)C=1C=NC=C(C1)C=1OC=NN1)=O